[Si]([O-])([O-])([O-])[O-].[Y+3].[Lu+3].[O-2].[Lu+3] lutetium oxide lutetium yttrium silicate